C(#N)C1=CC(=C(OC=2N=NC(=C(C2C(=O)NC=2C=NC=CC2)C)C(F)(F)F)C=C1)OC 3-(4-cyano-2-methoxy-phenoxy)-5-methyl-N-(3-pyridyl)-6-(trifluoromethyl)pyridazine-4-carboxamide